ClC1=C(C=CC2=C1C(=NCC(=N2)N)C2=NC=CC=C2F)Cl 6,7-dichloro-5-(3-fluoro-2-pyridyl)-3H-1,4-benzodiazepin-2-amine